FC1=C(C=CC=C1F)CN1C(CCC1=O)CC(=O)OCCSC1=CC=C(C=C1)Cl 2-[(4-chlorophenyl)thio]ethyl 2-[1-[(2,3-difluorophenyl)methyl]-5-oxopyrrolidin-2-yl]acetat